(S)-6-(3-amino-6-(2-fluoro-4-(3-methylmorpholino)phenyl)pyrazin-2-yl)-3,4-dihydroisoquinolin-1(2H)-one NC=1C(=NC(=CN1)C1=C(C=C(C=C1)N1[C@H](COCC1)C)F)C=1C=C2CCNC(C2=CC1)=O